COC(C(C(C[N+](=O)[O-])C1=CC=C(C=C1)Cl)C1=CC=CC=C1)=O 3-(4-chlorophenyl)-4-nitro-2-phenylbutyric acid methyl ester